(1R*,4S*)-2'-(((2R,7aS)-2-fluorotetrahydro-1H-pyrrolizin-7a(5H)-yl)methoxy)-1-methyl-4'-(1,4-oxazepan-4-yl)-5',8'-dihydrospiro[isochromane-4,7'-pyrano[4,3-d]pyrimidin]-6-amine F[C@@H]1C[C@@]2(CCCN2C1)COC=1N=C(C2=C(N1)C[C@@]1(OC2)CO[C@@H](C2=CC=C(C=C21)N)C)N2CCOCCC2 |o1:18,23|